8-(3,5-Dichlorophenyl)-N-[(4S)-3,4-dihydro-2H-chromen-4-yl]-4-(morpholin-4-yl)-2-oxo-1,2-dihydroquinoline-3-carboxamide ClC=1C=C(C=C(C1)Cl)C=1C=CC=C2C(=C(C(NC12)=O)C(=O)N[C@H]1CCOC2=CC=CC=C12)N1CCOCC1